FC1=CC=C(C=C1)N1CCN(CC1)CC[C@@H]1OC(C2(C1)CCN(CC2)C([C@H](CC)NC(OC(C)(C)C)=O)=O)=O tert-butyl ((S)-1-((R)-3-(2-(4-(4-fluorophenyl)piperazin-1-yl)ethyl)-1-oxo-2-oxa-8-azaspiro[4.5]decan-8-yl)-1-oxobutan-2-yl)carbamate